FC=1C=C(C2=C(NC(=N2)OC)C1)N1CCOCC1 4-(6-fluoro-2-methoxy-1H-benzo[d]imidazol-4-yl)-morpholine